tert-butyl (R)-3-(5-(3-((tert-butoxycarbonyl)(cyclopropylmethyl)amino)piperidin-1-yl)pyridin-2-yl)-3-(4-(5-cyclopropylpyridin-3-yl)-1H-1,2,3-triazol-1-yl)azetidine-1-carboxylate C(C)(C)(C)OC(=O)N([C@H]1CN(CCC1)C=1C=CC(=NC1)C1(CN(C1)C(=O)OC(C)(C)C)N1N=NC(=C1)C=1C=NC=C(C1)C1CC1)CC1CC1